1-[2-(2,6-dioxopiperidin-3-yl)-1,3-dioxoisoindol-5-yl]azetidin O=C1NC(CCC1N1C(C2=CC=C(C=C2C1=O)N1CCC1)=O)=O